CC1=NN=C2N1C=C(C(=C2)C)C[C@@H]2CC[C@H](CC2)C(=O)N2OCC[C@H]2C2=CC(=CC=C2)F trans-[4-[(3,7-dimethyl-[1,2,4]triazolo[4,3-a]pyridin-6-yl)methyl]cyclohexyl]-[(3S)-3-(3-fluorophenyl)isoxazolidin-2-yl]methanone